FC1(CCN(CC1)C=1OC(=CN1)C=1N=NN(C1)C1=C(C=C(C=C1)NS(=O)(=O)CCO)N1CCC2(CC2)CC1)F N-(4-(4-(2-(4,4-difluoropiperidin-1-yl)oxazol-5-yl)-1H-1,2,3-triazol-1-yl)-3-(6-azaspiro[2.5]oct-6-yl)phenyl)-2-hydroxyethan-1-sulfonamide